FC1=C(C=CC(=C1F)OC1=CC=NC2=CC(=C(C=C12)OC)OCCCNC)NC(=O)C=1C=NC=CC1OC N-(2,3-difluoro-4-((6-methoxy-7-(3-(methylamino)propoxy)quinolin-4-yl)oxy)phenyl)-4-methoxypyridine-3-carboxamide